ClC1=CC(=NC(=N1)C=1SC=C(N1)C1CC1)NC1CCC(CC1)(F)F 6-chloro-2-(4-cyclopropylthiazol-2-yl)-N-(4,4-difluorocyclohexyl)pyrimidin-4-amine